O1C(=NN=C1)C=1C(N(C2=NC(=CC=C2C1N(C(OC(C)(C)C)=O)C)C(F)(F)F)C1=CC=CC=C1)=O Tert-butyl (3-(1,3,4-oxadiazol-2-yl)-2-oxo-1-phenyl-7-(trifluoromethyl)-1,2-dihydro-1,8-naphthyridin-4-yl)(methyl)carbamate